4-(4-amino-6-(4-(2-fluoroacrylamido)-2-methylphenyl)pyrazolo[5,1-f][1,2,4]triazin-5-yl)-2-methoxy-N-(2,2,2-trifluoroethyl)benzamide NC1=NC=NN2C1=C(C(=N2)C2=C(C=C(C=C2)NC(C(=C)F)=O)C)C2=CC(=C(C(=O)NCC(F)(F)F)C=C2)OC